C(C)(=O)N1CC(C1)C1=CC=C2CCC(N(C2=C1)C(=O)NCCC1=CC=CC=C1)(C)C 7-(1-Acetylazetidin-3-yl)-2,2-dimethyl-N-phenethyl-3,4-dihydroquinoline-1(2H)-carboxamide